ClC=1C=NN(C(C1)=O)CC(=O)NC1=CC(=C(C=C1)C)S(N[C@@H](C(F)(F)F)CC1=NC=CC=C1)(=O)=O 2-(4-chloro-6-oxo-pyridazin-1-yl)-N-[4-methyl-3-[[(1R)-2,2,2-trifluoro-1-(2-pyridylmethyl)ethyl]sulfamoyl]phenyl]acetamide